7-(2-(1-(3-(2,5-dioxo-2,5-dihydro-1H-pyrrol-1-yl)propanoyl)azetidin-3-yl)ethoxy)-2-(1-ethyl-3-methyl-1H-pyrazole-5-carboxamido)-1H-benzo[d]imidazole-5-carboxamide O=C1N(C(C=C1)=O)CCC(=O)N1CC(C1)CCOC1=CC(=CC2=C1NC(=N2)NC(=O)C2=CC(=NN2CC)C)C(=O)N